TERT-BUTYL 4-FORMYLPYRIDIN-3-YLCARBAMATE C(=O)C1=C(C=NC=C1)NC(OC(C)(C)C)=O